tert-butyl 3-((3-chloro-5-((((2-(2,6-dioxopiperidin-3-yl)-3-oxoisoindolin-5-yl)methoxy)carbonyl)amino)phenoxy)methyl)pyrrolidine-1-carboxylate ClC=1C=C(OCC2CN(CC2)C(=O)OC(C)(C)C)C=C(C1)NC(=O)OCC=1C=C2C(N(CC2=CC1)C1C(NC(CC1)=O)=O)=O